2-(azetidin-1-yl)-3,4-dioxan N1(CCC1)C1CCCOO1